C(C1=CC=CC=C1)(=O)NC1=C2NC=NC2=NC=N1 6-N-benzoyl-adenine